[Cl-].[Mn+3].C(C)C1=C2NC(=C1CC)C=C1C(=C(C(=N1)C=C1C(=C(C(N1)=CC=1C(=C(C(N1)=C2)CC)CC)CC)CC)CC)CC.[Cl-].[Cl-] 2,3,7,8,12,13,17,18-octaethyl-21H,23H-porphyrin manganese (III) chloride